SCCC(=O)O.SCCC(=O)O.SCCC(=O)O.C(C(C)O)O propylene glycol tris(3-mercaptopropionate)